4-bromo-N-(4-hydroxyphenyl)benzenesulfonamide BrC1=CC=C(C=C1)S(=O)(=O)NC1=CC=C(C=C1)O